2-(6-(1-((1R,3R,4R,5R)-7,7-difluoro-4-methoxy-1-methyl-8-azabicyclo[3.2.1]octan-3-yl)vinyl)-1,2,4-triazin-3-yl)-5-(1H-imidazol-1-yl)phenol FC1(C[C@@H]2[C@@H]([C@H](C[C@]1(N2)C)C(=C)C2=CN=C(N=N2)C2=C(C=C(C=C2)N2C=NC=C2)O)OC)F